N4,6-dimethyl-N2-[7-methyl-8-[rel-(2S)-2-methyl-2,3,4,7-tetrahydro-1H-azepin-5-yl]chroman-6-yl]pyrimidine-2,4-diamine CNC1=NC(=NC(=C1)C)NC=1C=C2CCCOC2=C(C1C)C=1CC[C@@H](NCC1)C |o1:24|